(4S)-4-benzyl-3-[(2E)-but-2-enoyl]-1,3-oxazolidin-2-one C(C1=CC=CC=C1)[C@@H]1N(C(OC1)=O)C(\C=C\C)=O